CC1=CC(C(CCC1)(C=C)C)C=C(C)C 1,4-Dimethyl-3-(2-methyl-1-propenyl)-4-vinyl-1-cyclohepten